tert-Butyl (S)-3-((8-((3-chloro-4-(cyclopropylmethoxy)-2-fluorophenyl)amino)pyrimido[5,4-d]pyrimidin-2-yl)oxy)pyrrolidine-1-carboxylate ClC=1C(=C(C=CC1OCC1CC1)NC1=NC=NC2=C1N=C(N=C2)O[C@@H]2CN(CC2)C(=O)OC(C)(C)C)F